diethyl (S)-(2-(3-(benzyloxy)phenyl)-2-cyclopropylethyl)phosphonate C(C1=CC=CC=C1)OC=1C=C(C=CC1)[C@@H](CP(OCC)(OCC)=O)C1CC1